ClC=1C=CC(=NC1)CNCC N-((5-chloropyridin-2-yl)meth-yl)ethanamine